bis(4-methoxybenzyl)quinolin COC1=CC=C(CC=2C(=NC3=CC=CC=C3C2)CC2=CC=C(C=C2)OC)C=C1